COC1=C(C(=NC=2N1N=C(C2C2=CC=CC=C2)C2=CC=CC=C2)NC=2N=CN=NC2)C2=CC=C(C=C2)OC 7-methoxy-6-(4-methoxyphenyl)-2,3-diphenyl-N-(1,2,4-triazin-5-yl)pyrazolo[1,5-a]pyrimidin-5-amine